sodium 2-[4-(dimethylamino)phenylazo]benzoate CN(C1=CC=C(C=C1)N=NC1=C(C(=O)[O-])C=CC=C1)C.[Na+]